C(OCCCCCCCCCCC)OB(O)O 2-oxa-tridecylboric acid